(2E)-4-(dimethylamino)-1-[2-(3-methoxyphenyl)-3-(pyridin-4-yl)-6,7-dihydropyrazolo[1,5-a]pyrazin-5(4H)-yl]but-2-en-1-one CN(C/C=C/C(=O)N1CC=2N(CC1)N=C(C2C2=CC=NC=C2)C2=CC(=CC=C2)OC)C